phenoxymethyl-propionic acid O(C1=CC=CC=C1)CC(C(=O)O)C